[N+](=O)([O-])C1=C(C=CC(=C1)[N+](=O)[O-])NCCOCCOCCOCCNC(=O)[C@H]1OC[C@H]([C@H]([C@H]1O)O)C=1C=NN(C1)C (2S,3R,4R,5R)-N-(2-(2-{2-(2-((2,4-dinitrophenyl)amino)ethoxy)ethoxy}ethoxy)ethyl)-3,4-dihydroxy-5-(1-methyl-1H-pyrazol-4-yl)tetrahydro-2H-pyran-2-carboxamide